ClC1=NC=C2C(=C(N=CC2=C1)N)C=C 7-chloro-4-vinyl-2,6-naphthyridin-3-amine